chlorine 2-methyl-4-isothiazolin CN1SC=CC1.[Cl]